N(=[N+]=[N-])C1=CC=C(CN2C3=NC(=NC=C3NC2=O)C2=C(C=CC=C2)C(C)C)C=C1 9-(4-azidobenzyl)-2-(2-isopropylphenyl)-7,9-dihydro-8H-purin-8-one